BrC=1C=C(C(=NC1)N1CCC(CC1)CO)F (1-(5-bromo-3-fluoropyridin-2-yl)piperidin-4-yl)methanol